2-(1,5-dimethylpiperidin-3-yl)-5-((S)-5-methyl-3,4,5,6-tetrahydropyridin-2-yl)benzo[d]thiazole CN1CC(CC(C1)C)C=1SC2=C(N1)C=C(C=C2)C2=NC[C@H](CC2)C